2-fluoro-6-(3-fluoro-5-(trifluoromethyl)benzyl)pyridine FC1=NC(=CC=C1)CC1=CC(=CC(=C1)C(F)(F)F)F